1-(Biphenyl-4-yl)-3-(quinolin-2-yloxy)pyrrolidin-2-one C1(=CC=C(C=C1)N1C(C(CC1)OC1=NC2=CC=CC=C2C=C1)=O)C1=CC=CC=C1